1-(4-Chlorophenyl)-3-(4-phenylpyridin-2-yl)urea ClC1=CC=C(C=C1)NC(=O)NC1=NC=CC(=C1)C1=CC=CC=C1